1,5-dibromo-1-pentyne BrC#CCCCBr